O=C1NC(CCC1N1C(C2=CC=C(C=C2C1=O)SCCCCCN1CCN(CC1)C1=NC=C(C(=O)N2CCC(CC2)CCCCNC(\C=C\C=2C=NC=CC2)=O)C=C1)=O)=O (E)-N-(4-(1-(6-(4-(5-((2-(2,6-dioxopiperidin-3-yl)-1,3-dioxoisoindolin-5-yl)thio)pentyl)piperazin-1-yl)nicotinoyl)piperidin-4-yl)butyl)-3-(pyridin-3-yl)acrylamide